BrC=1C=C(C(=NC1)CO)SC=C (5-bromo-3-(vinylthio)pyridin-2-yl)methanol